3,4-didecyloxypyrrole C(CCCCCCCCC)OC1=CNC=C1OCCCCCCCCCC